C(CCCCCC)OC1=CC=C(C=C1)[N+]([O-])=NC1=CC=C(C=C1)OCCCCCCC 4,4'-di-n-heptoxyazoxybenzene